(3S)-ethyl 3-(2-(5-(2-(azetidin-1-yl)ethyl)-2-oxo-4-(trifluoromethyl)pyridin-1(2H)-yl)-4-methylpentanamido)-3-(5-cyclopropyl-2,4-difluoro-2',4',6'-trimethylbiphenyl-3-yl)propanoate N1(CCC1)CCC=1C(=CC(N(C1)C(C(=O)N[C@@H](CC(=O)OCC)C=1C(=C(C=C(C1F)C1CC1)C1=C(C=C(C=C1C)C)C)F)CC(C)C)=O)C(F)(F)F